BrCCCCCC(OCC)O[Si](CC)(CC)CC ((6-bromo-1-ethoxyhexyl)oxy)triethylsilane